C(C)(=O)C1=CC(=C2C=C(C=CN12)O)C(=O)NC1=C(C(=CC(=C1)CO)C=1C=NN(C1)C1CC1)F 3-acetyl-N-(3-(1-cyclopropyl-1H-pyrazol-4-yl)-2-fluoro-5-(hydroxymethyl)phenyl)-7-hydroxyindolizine-1-carboxamide